N-(3,3-difluorocyclobutyl)-5-(2-((2-fluoro-2-methylpropyl)amino)-7H-pyrrolo[2,3-d]pyrimidin-5-yl)pyrazolo[1,5-a]pyridine-3-carboxamide FC1(CC(C1)NC(=O)C=1C=NN2C1C=C(C=C2)C2=CNC=1N=C(N=CC12)NCC(C)(C)F)F